C(C1=CC=CC=C1)OC=1C(=CC2=C(N(C([C@H]3N(CC4=CC=CC=C4C3)C2=O)O)C(=O)OCC=C)C1)OC Allyl (6aS)-3-(benzyloxy)-6-hydroxy-2-methoxy-14-oxo-6,6a,7,12-tetrahydrobenzo[5,6][1,4]diazepino[1,2-b]isoquinoline-5(14H)-carboxylate